(s)-(5-cyclopropyl-6-fluoropyridin-2-yl)(phenyl)methanaminium chloride [Cl-].C1(CC1)C=1C=CC(=NC1F)[C@@H]([NH3+])C1=CC=CC=C1